ClC=1C=CC(=C(C1)C1NC(C=2C1=C(C1=C(N(N=C1C2)C)CC(F)F)NC(=O)N2CS(C1=C2C=CC(=C1)F)=O)=O)F N-[5-(5-chloro-2-fluorophenyl)-3-(2,2-difluoroethyl)-2-methyl-7-oxo-6,7-dihydro-5H-pyrrolo[4,3-f]indazol-4-yl]-6-fluoro-1-oxo-2,3-dihydro-1λ4-benzo[d][1,3]thiazole-3-carboxamide